N-(1'-(2-(1,1-difluoroethyl)-6-(1-isopropyl-1H-pyrazol-4-yl)pyrimidin-4-yl)-1',2'-dihydrospiro[cyclopropane-1,3'-pyrrolo[3,2-c]pyridin]-6'-yl)acetamide FC(C)(F)C1=NC(=CC(=N1)N1CC2(C=3C=NC(=CC31)NC(C)=O)CC2)C=2C=NN(C2)C(C)C